tert-butyl (R or S)-2-(2-acetoxy-4-cyclobutylphenyl)-7-acryloyl-2,3,4,5a,6,7,8,9-octahydro-5H-1,2,5,7-tetraazabenzo[cd]azulene-5-carboxylate C(C)(=O)OC1=C(C=CC(=C1)C1CCC1)N1N=C2CCN(C[C@H]3C2=C1CCN3C(=O)OC(C)(C)C)C(C=C)=O |o1:21|